(±)-Tert-butyl (1-(6-(2,5-dichloropyrimidin-4-yl)-8-fluoroquinolin-4-yl)ethyl)carbamate ClC1=NC=C(C(=N1)C=1C=C2C(=CC=NC2=C(C1)F)[C@@H](C)NC(OC(C)(C)C)=O)Cl |r|